ClC=1C=C2C=NN(C2=C(C1)C(=O)NC1CC2(CCC2)C1)CC1=CC=C(C=C1)C1=CC(=NC=C1)OC 6-(5-Chloro-1-(4-(2-methoxypyridin-4-yl)benzyl)-1H-indazol-7-carboxamido)spiro[3.3]-heptan